1,2-dioxoethane O=CC=O